N,N'-diphenyl-2,3,5,6-tetraketopiperazine C1(=CC=CC=C1)N1C(C(N(C(C1=O)=O)C1=CC=CC=C1)=O)=O